N'-mono(2-cyanoethyl)-1,2-pentanediamine C(#N)CCNC(CN)CCC